2-(1-Adamantyl)-N-[3-amino-2-[(2-hydroxyphenyl)methyl]indazol-6-yl]acetamide nickel-arsenic [As].[Ni].C12(CC3CC(CC(C1)C3)C2)CC(=O)NC=2C=CC3=C(N(N=C3C2)CC2=C(C=CC=C2)O)N